2-[2-chloro-4-(trifluoromethoxy)phenoxy]-N-(2-fluoro-5-methylsulfonyl-phenyl)-5-(trifluoromethyl)pyridine-3-carboxamide ClC1=C(OC2=NC=C(C=C2C(=O)NC2=C(C=CC(=C2)S(=O)(=O)C)F)C(F)(F)F)C=CC(=C1)OC(F)(F)F